2-[2-(1-chlorocyclopropyl)-3-(2-chlorophenyl)-2-hydroxypropyl]-1,2,4-triazolidine-3-thion ClC1(CC1)C(CN1NCNC1=S)(CC1=C(C=CC=C1)Cl)O